1-(4-bromophenyl)-3,3-difluoroazetidine BrC1=CC=C(C=C1)N1CC(C1)(F)F